1,1,1,4,5,5,5-heptafluoro-2-(trifluoromethyl)pent-2-ene FC(C(=CC(C(F)(F)F)F)C(F)(F)F)(F)F